[Si](C1=CC=CC=C1)(C1=CC=CC=C1)(C(C)(C)C)O[C@H]1C[C@@]2(CCC1)O[C@@]1(OO2)[C@H]2[C@@H](C[C@@H](C1)C2)CO ((1R,2S,3''R,4R,5'S,6R)-3''-((tert-butyldiphenylsilyl)oxy)dispiro[bicyclo[2.2.1]heptane-2,3'-[1,2,4]trioxolane-5',1''-cyclohexan]-6-yl)methanol